methyl (2S)-4-hydroxy-1-(3-phenyl-3-(4-(trifluoromethyl)phenoxy)propyl)pyrrolidine-2-carboxylate OC1C[C@H](N(C1)CCC(OC1=CC=C(C=C1)C(F)(F)F)C1=CC=CC=C1)C(=O)OC